N-methyl-N-(2-(tetrahydro-2H-pyran-4-yl)ethyl)-5,6-dihydro-4H-pyrrolo[3,2,1-ij]quinolin-5-amine CN(C1CN2C3=C(C=CC=C3C1)C=C2)CCC2CCOCC2